NCCCNCC=1C=CC(=NC1)C(=O)NC=1C(=C(C=CC1)C1=C(C(=CC=C1)NC(C1=NC=C(C=C1)CNCCO)=O)C)Cl 5-(((3-aminopropyl)amino)methyl)-N-(2-chloro-3'-(5-(((2-hydroxy-ethyl)amino)methyl)picolinamido)-2'-methyl-[1,1'-biphenyl]-3-yl)picolinamide